COC([C@@H](N(C([C@@H](CC)NC(=O)OC(C)(C)C)=O)CC1=CC=CC=C1)C)=O N-benzyl-N-((R)-2-((tert-butoxycarbonyl)amino)butyryl)-L-alanine methyl ester